CC1(OB(OC1(C)C)C=1CCC2(CCN(CC2)C(=O)OC(C)(C)C)CC1)C tert-butyl 9-(4,4,5,5-tetramethyl-1,3,2-dioxaborolan-2-yl)-3-azaspiro[5.5]undec-9-ene-3-carboxylate